3-(3,3-dimethyl-1-oxo-2H-isoindol-5-yl)-1H-indole-7-carbonitrile CC1(NC(C2=CC=C(C=C12)C1=CNC2=C(C=CC=C12)C#N)=O)C